C(C)(C)(C)O[C@@H]1C[C@@H](N(C1)C#N)C(=O)N(C(C(=O)NC1CCCCC1)C=1C=NC=CC1)C1=CC=C(C=C1)C(C)(C)C (2R,4R)-4-tert-butoxy-N-(4-tert-butylphenyl)-1-cyano-N-[2-(cyclohexylamino)-2-oxo-1-(3-pyridyl)ethyl]pyrrolidine-2-carboxamide